S1C(=NC2=C1C=CC=C2)NC(=O)C=2C=CC=C1CCN(CC21)C2=CC=C(C(=N2)C(=O)O)C=2C=NN(C2C)CC2=C(C=CC=C2)OCCCN2CCOCC2 6-[8-(1,3-benzothiazol-2-ylcarbamoyl)-3,4-dihydroisoquinolin-2(1H)-yl]-3-(5-methyl-1-{2-[3-(morpholin-4-yl)propoxy]benzyl}-1H-pyrazol-4-yl)pyridine-2-carboxylic acid